C(C=C)N(C(CC)=O)CC1=CC=C(C=C1)C1=NOC(=N1)C(F)(F)F N-allyl-N-[[4-[5-(trifluoromethyl)-1,2,4-oxadiazol-3-yl]phenyl]methyl]propanamide